N1(CCNCC1)C1=C(C=C(C=C1)NCCC=O)C(F)(F)F 3-((4-(piperazin-1-yl)-3-(trifluoromethyl)phenyl)amino)propan-1-one